C(C1=CC=CC=C1)NC(N(C1=CC=C(C=C1)C=1C=NN(C1)C)[C@@H]1CC[C@H](CC1)NC1=NC=C(C(=N1)NC1=C(C=CC=C1)S(=O)(=O)C(C)C)C#N)=O 3-benzyl-1-(trans-4-((5-cyano-4-((2-(isopropylsulfonyl)-phenyl)amino)pyrimidin-2-yl)amino)cyclohexyl)-1-(4-(1-methyl-1H-pyrazol-4-yl)phenyl)urea